(R)-4-(piperidin-3-ylamino)-1H-pyrrolo[2,3-b]pyridine-5-carboxylic acid ethyl ester hydrochloride Cl.C(C)OC(=O)C=1C(=C2C(=NC1)NC=C2)N[C@H]2CNCCC2